[N+](=O)([O-])C=1C(=CC2=C(OCO2)C1)C(C)OC(=O)NCCCC[C@H](N)C(=O)O N6-{[1-(6-nitro-1,3-benzodioxol-5-yl)ethoxy]carbonyl}-L-lysine